FC=1C=C(C=CC1)C1=CC=C(C=C1)N1C(C(CCC1)NC(=O)NC1=CC=C(C=C1)C(F)(F)F)=O (1-(3'-fluoro-[1,1'-biphenyl]-4-yl)-2-oxopiperidin-3-yl)-3-(4-(trifluoromethyl)phenyl)urea